fluoro-2'-methyl-5'-nitro-[1,1'-Biphenyl]-4-carboxylic acid methyl ester COC(=O)C1=CC(=C(C=C1)C1=C(C=CC(=C1)[N+](=O)[O-])C)F